tert-butyl 3-(4-(1-isopropyl-1H-pyrazol-4-yl)-1-(4-(trifluoromethoxy)phenyl)-1H-pyrazolo[3,4-b]pyridin-3-yl)azetidine-1-carboxylate C(C)(C)N1N=CC(=C1)C1=C2C(=NC=C1)N(N=C2C2CN(C2)C(=O)OC(C)(C)C)C2=CC=C(C=C2)OC(F)(F)F